2-[2,2-difluoro-7-[1-(2-methoxyethyl)-2,3,4,7-tetrahydroazepin-5-yl]-1,3-benzodioxol-5-yl]-N4,6-dimethyl-pyrimidine-2,4-diamine FC1(OC2=C(O1)C(=CC(=C2)C2(NC(=CC(=N2)NC)C)N)C=2CCCN(CC2)CCOC)F